FC=1C=C2C(=NC=3N(C2=CC1N)C=NN3)N3CCCC1=C(C=CC=C31)C#CC(C(F)(F)F)(C)C 7-fluoro-5-[5-(4,4,4-trifluoro-3,3-dimethyl-but-1-ynyl)-3,4-dihydro-2H-quinolin-1-yl]-[1,2,4]triazolo[4,3-a]quinazolin-8-amine